Dodecyl-aniline tert-butyl-4-(6-(2,7-dimethylpyrazolo[1,5-a]pyridine-5-carboximidamido)-5-fluoropyridin-3-yl)-2,2-dimethylpiperazine-1-carboxylate C(C)(C)(C)OC(=O)N1C(CN(CC1)C=1C=NC(=C(C1)F)NC(=N)C1=CC=2N(C(=C1)C)N=C(C2)C)(C)C.C(CCCCCCCCCCC)NC2=CC=CC=C2